(R)-7-chloro-N-((6-chloro-4-(methylthio)-2-oxo-1,2-dihydropyridin-3-yl)methyl)-2-(trans-4-(dimethylamino)cyclohexyl)-2,4-dimethylbenzo[d][1,3]dioxole-5-carboxamide ClC1=CC(=C(C2=C1O[C@](O2)(C)[C@@H]2CC[C@H](CC2)N(C)C)C)C(=O)NCC=2C(NC(=CC2SC)Cl)=O